7-hydroxy-1-methyl-1,4,6,7-tetrahydro-5H-pyrazolo[4,3-c]pyridine OC1C2=C(CNC1)C=NN2C